bicyclo(2.2.1)heptene-2,3-dicarboxylic anhydride C12=C3C(C(CC1)C2)C(=O)OC3=O